C(C)(=O)C1=CC(=CC=2C(C3=CC(=CC=C3C12)Cl)(CCCC)CCCC)Cl 4-acetyl-2,7-dichloro-9,9-dibutylfluorene